C(C)(C)(C)C=1C=C(CC2=NC=CC=C2)C=C(C1)C(C)(C)C 2-(3,5-di-tert-butylbenzyl)pyridine